FC(C(=O)O)(F)F.FC(C(=O)O)(F)F.NC1=CC=C(C(=N1)C)CNC(=O)[C@H]1N(CC1)C(=O)[C@@H]1NCC[C@@H](C1)C1=CC=CC=C1 (S)-N-((6-amino-2-methylpyridin-3-yl)methyl)-1-((2R,4S)-4-phenylpiperidine-2-carbonyl)azetidine-2-carboxamide bistrifluoroacetate